C1(C(C1)CO)(CO)CO cyclopropanetrimethanol